(2S)-N-[4-(3-cyanophenyl)-5-(2,6-dimethyl-4-pyridinyl)thiazol-2-yl]-2-methyl-piperazine-1-carboxamide C(#N)C=1C=C(C=CC1)C=1N=C(SC1C1=CC(=NC(=C1)C)C)NC(=O)N1[C@H](CNCC1)C